ClC1=C(C=2N=C(NC(C2C(=N1)OC(C(F)(F)F)C1N[C@@H]2CN([C@H]1C2)C(=O)OC(C)(C)C)=O)SC)F tert-Butyl (1S,4S)-6-(1-((7-chloro-8-fluoro-2-(methylthio)-4-oxo-3,4-dihydropyrido[4,3-d]pyrimidin-5-yl)oxy)-2,2,2-trifluoroethyl)-2,5-diazabicyclo[2.2.1]heptane-2-carboxylate